CC1=CC=C(C=C1)S(=O)(=O)O.N1=CC=CC=C1 Pyridine p-toluenesulfonate salt